CC=1C(=NC=CC1OC1=CC=C(C=C1)C(C(NC1=CC(=CC=C1)C(F)(F)F)=O)=O)C(=O)N methyl-4-(4-(2-oxo-2-((3-(trifluoromethyl)phenyl)amino)acetyl)phenoxy)pyridinecarboxamide